methyl (Z)-3-((3,3-diethyl-7-(methylthio)-5-(4-nitrophenyl)-1,1-dioxido-2,3,4,5-tetrahydro-1,5-benzothiazepin-8-yl)oxy)-2-fluoroacrylate C(C)C1(CS(C2=C(N(C1)C1=CC=C(C=C1)[N+](=O)[O-])C=C(C(=C2)O\C=C(\C(=O)OC)/F)SC)(=O)=O)CC